ClC1=C(C=C(C=C1)C=1N=NN(C1)C)COC 4-(4-chloro-3-(methoxymethyl)phenyl)-1-methyl-1H-1,2,3-triazole